NC(C[C@@H](C1=NC(=NO1)[C@@H](CO)N)NC(=O)N[C@@H]([C@@H](O)C)C(=O)O)=O (((S)-3-amino-1-(3-((S)-1-amino-2-hydroxyethyl)-1,2,4-oxadiazol-5-yl)-3-oxopropyl)carbamoyl)-L-allothreonine